2-amino-9-((2R,3R,4S,5R)-3,4-dihydroxy-5-(((hydroxy((hydroxy(1H-imidazol-1-yl)phosphoryl)oxy)phosphoryl)oxy)methyl)tetrahydrofuran-2-yl)-7-methyl-6-oxo-6,9-dihydro-1H-purin-7-ium NC=1NC(C=2[N+](=CN(C2N1)[C@@H]1O[C@@H]([C@H]([C@H]1O)O)COP(=O)(OP(=O)(N1C=NC=C1)O)O)C)=O